N-[7-fluoro-8-methyl-4-oxo-3-(2-oxoethoxy)tetralin-5-yl]acetamide FC1=CC(=C2C(C(CCC2=C1C)OCC=O)=O)NC(C)=O